OCCCCCC[N+]1=C(C=C(C=C1)CCCCCCO)CCCCCCO 1,2,4-tris(6-hydroxyhexyl)pyridinium